(7R)-7-[(2R,4S)-4-{[4-(3-methanesulfonylpropanesulfonyl)phenoxy]methyl}-2-methylpyrrolidin-1-yl]-5,6,7,8-tetrahydronaphthalene-2-carbonitrile CS(=O)(=O)CCCS(=O)(=O)C1=CC=C(OC[C@H]2C[C@H](N(C2)[C@@H]2CCC=3C=CC(=CC3C2)C#N)C)C=C1